2-(2-((5-(1-aminoisoquinolin-7-yl)-1-(tetrahydro-2H-pyran-3-yl)-1H-indazol-3-yl)methoxy)phenyl)acetic acid NC1=NC=CC2=CC=C(C=C12)C=1C=C2C(=NN(C2=CC1)C1COCCC1)COC1=C(C=CC=C1)CC(=O)O